2-(1-(3-cyclopropyl-6-fluoro-4-oxo-2-(tetrahydro-2H-pyran-4-yl)-3,4-dihydroquinazolin-8-yl)ethoxy)benzoic acid C1(CC1)N1C(=NC2=C(C=C(C=C2C1=O)F)C(C)OC1=C(C(=O)O)C=CC=C1)C1CCOCC1